2-acrylamido-2-methyl-1-propanesulfonate C(C=C)(=O)NC(CS(=O)(=O)[O-])(C)C